N,N-diethylpentylamine C(C)N(CC)CCCCC